COC(C(C(F)(F)F)(C(F)(F)F)F)(C(C(F)(F)F)(F)F)F 3-methoxyperfluoro(2-methylpentane)